Br[C@@H](C(=O)O)C1=CC(=CC=C1)[N+](=O)[O-] (R)-2-bromo-2-(3-nitrophenyl)acetic acid